OC=1C=C(C=2N(C1)N=CC2C#N)C2=NC=C(N=C2)N2CC1N(C(C2)C1)CC=1C=NC(=CC1)OC 6-hydroxy-4-(5-(6-((6-methyl-oxypyridin-3-yl)methyl)-3,6-diazabicyclo[3.1.1]heptan-3-yl)pyrazin-2-yl)pyrazolo[1,5-a]pyridine-3-Nitrile